α-Tetralone C1CC2=CC=CC=C2C(=O)C1